C(C1=CC=CC=C1)OC1=NC(=CC=C1C1=NN(C2=C(C=CC=C12)N1CCC(CC1)CN1CC2N(C(C1)C2)C(=O)OC(C)(C)C)C)OCC2=CC=CC=C2 tert-butyl 3-((1-(3-(2,6-bis(benzyloxy) pyridin-3-yl)-1-methyl-1H-indazol-7-yl) piperidin-4-yl) methyl)-3,6-diazabicyclo[3.1.1]heptane-6-carboxylate